C1(C(C1)C1=C(N=NC(=C1)C=1C(=NC(=NC1)OC)OC)OC)C1CC1 4-([1,1'-bi(cyclopropane)]-2-yl)-6-(2,4-dimethoxypyrimidin-5-yl)-3-methoxypyridazine